imidazo[1,5-a]quinoxalin-4-one C1=CC=C2C(=C1)NC(=O)C3=CN=CN23